ClC1=C2C(=CNC2=C(C=C1)NS(=O)(=O)C=1C=NN(C1)CC(CO)(C)C)C#N N-(4-Chloro-3-cyano-1H-indol-7-yl)-1-(3-hydroxy-2,2-dimethylpropyl)pyrazol-4-sulfonamid